3-(4-bromopyridin-2-yl)-3-fluoroazetidine-1-carboxylic acid tert-butyl ester C(C)(C)(C)OC(=O)N1CC(C1)(F)C1=NC=CC(=C1)Br